C(CCCCCCCCCCCCCCC(C)C)(=O)O.C(C(O)C)(=O)O lactic acid isostearate